3-((1R,5S)-3-(8-fluoro-7-(8-fluoro-3-hydroxynaphthalen-1-yl)-2-((tetrahydro-1H-pyrrolizin-7a(5H)-yl)methoxy)quinazolin-4-yl)-3,8-diazabicyclo[3.2.1]octan-8-yl)-3-oxopropanenitrile FC=1C(=CC=C2C(=NC(=NC12)OCC12CCCN2CCC1)N1C[C@H]2CC[C@@H](C1)N2C(CC#N)=O)C2=CC(=CC1=CC=CC(=C21)F)O